CSC=1OC=2C(=NC=CC2)N1 2-(methylthio)oxazolo[4,5-b]pyridine